C1(C=CCC=C1)[SiH](C1C=CCC=C1)C1C=CCC=C1 tris(cyclohexa-2,5-dien-1-yl)silane